C(C)OC(C=CC(CCCC)=O)=O 4-oxooctenoic acid ethyl ester